pentyl-4-dimethylaminobenzene C(CCCC)C1=CC=C(C=C1)N(C)C